tert-butylphenol sodium salt [Na].C(C)(C)(C)C1=C(C=CC=C1)O